N-(5-((2-(5-azaspiro[3.4]octan-5-yl)ethyl)carbamoyl)-3-cyanothiophen-2-yl)-2-(1-methyl-1H-pyrazol-4-yl)pyrazolo[5,1-b]thiazole-7-carboxamide C1CCC12N(CCC2)CCNC(=O)C2=CC(=C(S2)NC(=O)C=2C=NN1C2SC(=C1)C=1C=NN(C1)C)C#N